5-[(3-chlorophenyl)methoxy]-2-[(3,4-dihydro-2(1H)-isoquinolinyl)methyl]-4H-pyran-4-one ClC=1C=C(C=CC1)COC=1C(C=C(OC1)CN1CC2=CC=CC=C2CC1)=O